C(C=C)[C@H]1N(CCOC1)C1=NC(=C(C=C1C(F)(F)F)[N+](=O)[O-])C=1OC(=NN1)C(CCC=C)(C(F)(F)F)OCC1=CC=CC=C1 (3R)-3-allyl-4-[6-[5-[1-benzyloxy-1-(trifluoromethyl)pent-4-enyl]-1,3,4-oxadiazol-2-yl]-5-nitro-3-(trifluoromethyl)-2-pyridinyl]morpholine